N1(C=NC=C1)C1CCN(CC1)C=1C(=C(C(=CC1)S(=O)(=O)NC[C@@H](CN)O)S(=O)(=O)N)C=1N=NNN1 (R)-4-(4-(1H-imidazol-1-yl)piperidin-1-yl)-N1-(3-amino-2-hydroxypropyl)-3-(2H-tetrazol-5-yl)benzene-1,2-disulfonamide